C(C1=CC=CC=C1)OC[C@@H](CNC([C@H](C)Cl)=O)O (S)-N-((R)-3-(benzyloxy)-2-hydroxypropyl)-2-chloropropanamide